C1=COC(=C1)C=O The molecule is an aldehyde that is furan with the hydrogen at position 2 substituted by a formyl group. It has a role as a Maillard reaction product and a metabolite. It is a member of furans and an aldehyde. It derives from a furan.